(1S,5S)-N-(7-ethoxy-4-(1-methyl-3-phenyl-1H-pyrazol-4-yl)quinazolin-6-yl)-3-methyl-3-azabicyclo[3.1.0]hexane-1-carboxamide C(C)OC1=C(C=C2C(=NC=NC2=C1)C=1C(=NN(C1)C)C1=CC=CC=C1)NC(=O)[C@@]12CN(C[C@H]2C1)C